5-((2-(azetidin-1-ylmethyl)-6-fluorobenzyl)amino)-N-(thiazol-4-yl)-4-(trifluoromethyl)pyridine-2-sulfonamide N1(CCC1)CC1=C(CNC=2C(=CC(=NC2)S(=O)(=O)NC=2N=CSC2)C(F)(F)F)C(=CC=C1)F